Cl.[C@H]12CC(C[C@H](CC1)N2)N(C=2SC1=C(N2)SC(=N1)C1=NC=C(C=C1O)N1N=CC(=C1)F)C 2-(5-{[(1R,3s,5S)-8-azabicyclo[3.2.1]octan-3-yl](methyl)amino}[1,3]thiazolo[5,4-d][1,3]thiazol-2-yl)-5-(4-fluoro-1H-pyrazol-1-yl)pyridin-3-ol hydrochloride